4-(pyrimidin-2-ylmethyl)-7-(4-(trifluoromethyl)phenyl)-3,4-dihydrobenzo[f][1,4]oxazepin-5(2H)-one N1=C(N=CC=C1)CN1CCOC2=C(C1=O)C=C(C=C2)C2=CC=C(C=C2)C(F)(F)F